(1-{(S)-2-[(S)-3-Neopentyl-2-oxo-1-piperazinyl]valeryl}-4-piperidyl)acetamide C(C(C)(C)C)[C@H]1C(N(CCN1)[C@H](C(=O)N1CCC(CC1)CC(=O)N)CCC)=O